O1C(=CC=C1)C=1N([C@H]2[C@H](O)[C@H](O)[C@@H](CO)O2)C=2N=C(NC(C2N1)=O)N 8-(2-Furyl)guanosine